N-(8-((ethyl-1,1-d2)amino)-5-(6-morpholino-[1,2,4]triazolo[1,5-a]pyridin-2-yl)-2,7-naphthyridin-3-yl)cyclopropanecarboxamide C(C)([2H])([2H])NC=1N=CC(=C2C=C(N=CC12)NC(=O)C1CC1)C1=NN2C(C=CC(=C2)N2CCOCC2)=N1